FC(C1=NN(C=C1N1CC=C(C=C1)C=1OC=C(N1)C(=O)N)C1=CC=C(C=C1)CO)F 1-N-[3-(difluoromethyl)-1-[4-(hydroxymethyl)phenyl]pyrazol-4-yl]-2-(4-pyridyl)oxazole-4-carboxamide